4-(N,N-Dimethylamino)benzaldehyd CN(C)C1=CC=C(C=O)C=C1